C(C)N1[C@H](CC1)COC1=C(N(N=C1)C)C1=CC=2N(C=C1)N=C(C2)NC=2C=CC(N(N2)C)=O 6-[[5-[4-[[(2R)-1-ethylazetidin-2-yl]methoxy]-2-methyl-pyrazol-3-yl]pyrazolo[1,5-a]pyridin-2-yl]amino]-2-methyl-pyridazin-3-one